C1(CC1)CC(N1CC2(CC2)CC1)C1=CC(=NC(=C1)C(F)(F)F)C(=O)NC1=CC(=CC=C1)C1(COC1)CC1=NN=CN1C 4-(2-cyclopropyl-1-(5-azaspiro[2.4]heptan-5-yl)ethyl)-N-(3-(3-((4-methyl-4H-1,2,4-triazol-3-yl)methyl)oxetan-3-yl)phenyl)-6-(trifluoromethyl)picolinamide